3,3'-(piperazine-1,4-diyl)bis(N,N-bis(3-(triethoxysilyl)propyl)propane-1-amine) N1(CCN(CC1)CCCN(CCC[Si](OCC)(OCC)OCC)CCC[Si](OCC)(OCC)OCC)CCCN(CCC[Si](OCC)(OCC)OCC)CCC[Si](OCC)(OCC)OCC